tert-butyl 6-[4-[(5-cyclopentyl-1H-pyrazol-3-yl)amino]pyrimidin-2-yl]-2,6-diazaspiro[3.3]heptane-2-carboxylate C1(CCCC1)C1=CC(=NN1)NC1=NC(=NC=C1)N1CC2(CN(C2)C(=O)OC(C)(C)C)C1